COC1=C(CN(C=2C=C3C=CN(C(C3=C(C2)Cl)=O)C)CC2=C(C=C(C=C2)OC)OC)C=CC(=C1)OC 6-(bis(2,4-dimethoxybenzyl)amino)-8-chloro-2-methylisoquinolin-1(2H)-one